CC1(C(CC1)C(=O)O)C 2,2-dimethylcyclobutane-1-carboxylic acid